6-[4-(1-tert-butoxycarbonyl-1,2,3,6-tetrahydro-pyridin-4-yl)-2-methoxy-benzoylamino]-3',6'-dihydro-2'H-[3,4']bipyridinyl-1'-carboxylic acid tert-butyl ester C(C)(C)(C)OC(=O)N1CCC(=CC1)C=1C=NC(=CC1)NC(C1=C(C=C(C=C1)C=1CCN(CC1)C(=O)OC(C)(C)C)OC)=O